2-butyloctyl 8-[2-[8-(2-butyloctoxy)-8-oxo-octoxy]-3-[2-[2-[2-(2-hydroxyethoxy)ethoxy]ethoxy]ethoxy]propoxy]octanoate C(CCC)C(COC(CCCCCCCOC(COCCCCCCCC(=O)OCC(CCCCCC)CCCC)COCCOCCOCCOCCO)=O)CCCCCC